OCCN1N=CC(=C1)NC1=NC=C2CN(C3=NC=CN3C2=N1)C1CCN(C2=CC=CC=C12)C(=O)OC(C)(C)C tert-butyl 4-[12-[[1-(2-hydroxyethyl)pyrazol-4-yl]amino]-2,5,7,11,13-pentazatricyclo[7.4.0.02,6]trideca-1(13),3,5,9,11-pentaen-7-yl]-3,4-dihydro-2H-quinoline-1-carboxylate